Cl.N[C@@H](CCCN)C(=O)O ornithine-HCl